C(C=C)(=O)ON(CCC)C ethyl-N,N-dimethylamino acrylate